C(C)(C)N1N=C(C=C1[C@H]1C[C@H](CC1)N1CCOCC1)C=1C=NC=C(C1)C(F)(F)F 4-((1S,3R)-3-(1-isopropyl-3-(5-(trifluoromethyl)pyridin-3-yl)-1H-pyrazol-5-yl)cyclopentyl)morpholine